C(C)(C)(C)C1=NC(=NO1)C(=O)N[C@H]1CCCCC2=C1C=CC(=C2)C2=CC(=NC=C2)NC(=O)C2CC2 (S)-5-(tert-butyl)-N-(2-(2-(cyclopropanecarboxamido)pyridin-4-yl)-6,7,8,9-tetrahydro-5H-benzo[7]annulen-5-yl)-1,2,4-oxadiazole-3-carboxamide